5-(2-cyclopropyl-7-methoxybenzofuran-4-yl)pyridin-2-ol C1(CC1)C=1OC2=C(C1)C(=CC=C2OC)C=2C=CC(=NC2)O